C(C)(C)(C)OC(NCC1=NNC(C2=CC=C(C=C12)C=1C=NN(C1C1=CC=C(C=C1)OCC)C)=O)=O.C(C)(C)(C)C1=CC2=CC=C3C=CC=C4C=CC(=C1)C2=C43 2-tertiary butyl-pyrene tert-butyl-N-[[7-[5-(4-ethoxyphenyl)-1-methyl-pyrazol-4-yl]-4-oxo-3H-phthalazin-1-yl]methyl]carbamate